2-[2-(1-pyrrolidinyl)ethoxy]propyl-N,N-dimethyl-amine N1(CCCC1)CCOC(CN(C)C)C